amino-3-methyl-3-((2-aminoethyl)dithio)butanesulfonic acid NC(CC(C)(SSCCN)C)S(=O)(=O)O